NC1=NC=NN2C1=C(C=C2C=2C=C(C(=NC2)OC)C(=O)N[C@@H]2CN(C[C@@H]2C)C(=O)C2CC(C2)(F)F)C(F)(F)F 5-[4-amino-5-(trifluoromethyl)pyrrolo[2,1-f][1,2,4]triazin-7-yl]-N-[(3S,4S)-1-(3,3-difluorocyclobutanecarbonyl)-4-methyl-pyrrolidin-3-yl]-2-methoxy-pyridine-3-carboxamide